Kalium gold(III) cyanid [Au](C#N)(C#N)C#N.[K]